1-(3,5-difluorobenzyl)-2-methyl-6-(3-(tetrahydro-2H-pyran-4-yl)-5H-pyrrolo[2,3-b]pyrazin-5-yl)-1H-imidazo[4,5-b]pyridine FC=1C=C(CN2C(=NC3=NC=C(C=C32)N3C=CC=2C3=NC(=CN2)C2CCOCC2)C)C=C(C1)F